N=C(C(=O)OCC)CC(=O)OCC diethyl 2-imino-succinate